3-chloro-5-((1-((5-(ethylsulfonyl)-6-oxo-1,6-dihydropyridazin-3-yl)methyl)-6-oxo-4-(trifluoromethyl)-1,6-dihydropyrimidin-5-yl)oxy)benzonitrile ClC=1C=C(C#N)C=C(C1)OC1=C(N=CN(C1=O)CC1=NNC(C(=C1)S(=O)(=O)CC)=O)C(F)(F)F